2-butyl-8-chloro-4-(7,8-dimethylimidazo[1,2-b]pyridazin-3-yl)-2-methyl-2H-benzo[e][1,3]oxazine C(CCC)C1(OC2=C(C(=N1)C1=CN=C3N1N=CC(=C3C)C)C=CC=C2Cl)C